N=1N=CN2C1C(=CC=C2)C=2CCN(CC2)C2=NC=CC=C2C=2C=NC(=CC2)N 4-([1,2,4]triazolo[4,3-a]pyridin-8-yl)-3,6-dihydro-2H-[1,2':3',3''-terpyridin]-6''-amine